tert-butyl (3S)-3-((4-(2-(3-amino-2-fluoro-phenoxy)-3-pyridyl)pyrimidin-2-yl)amino)piperidine-1-carboxylate NC=1C(=C(OC2=NC=CC=C2C2=NC(=NC=C2)N[C@@H]2CN(CCC2)C(=O)OC(C)(C)C)C=CC1)F